O=C1NC(CCC1N1C(C2=CC=C(C=C2C1=O)NS(=O)(=O)CC1=CC=C(C=C1)F)=O)=O N-(2-(2,6-dioxopiperidin-3-yl)-1,3-dioxoisoindolin-5-yl)-1-(4-fluorophenyl)methanesulfonamide